ClC=1C=NC(=NC1)NC1CCN(CC1)S(=O)(=O)C=1C=C(CNCC2CCN(CC2)C2=CC=C3C(=NN(C3=C2)C)N2C(NC(CC2)=O)=O)C=CC1 1-(6-(4-(((3-((4-((5-chloropyrimidin-2-yl)amino)piperidin-1-yl)sulfonyl)benzyl)amino)methyl)piperidin-1-yl)-1-methyl-1H-indazol-3-yl)dihydropyrimidine-2,4(1H,3H)-dione